tris(methylethylamino)hafnium CN(CC)[Hf](N(C)CC)N(C)CC